ClC=1C=C(C=CC1)S(=O)(=O)N1CC2(C1)CN(CC2)C2=CN=C1C(=N2)N(N=C1)CC(F)F 2-(3-chlorobenzenesulfonyl)-6-[1-(2,2-difluoroethyl)-1H-pyrazolo[3,4-b]pyrazin-6-yl]-2,6-diazaspiro[3.4]octane